BrC=1C=C2CC(C(C2=CC1Cl)=O)=NO 5-bromo-6-chloro-2-(hydroxyimino)-2,3-dihydro-1H-inden-1-one